N-[3-(7-{[(3S,4R)-3-fluoro-1-methylpiperidin-4-yl]amino}-3-(2,2,2-trifluoroethyl)pyrazolo[1,5-a]pyridin-2-yl)prop-2-yn-1-yl]-6,7-dihydro-4H-pyrazolo[5,1-c][1,4]oxazine-3-carboxamide F[C@H]1CN(CC[C@H]1NC1=CC=CC=2N1N=C(C2CC(F)(F)F)C#CCNC(=O)C=2C=NN1C2COCC1)C